C(C)(C)(C)OC(=O)N1CC2=C(CC1)N(C=N2)CC=2C(=NC=CC2)C(C(F)(F)F)O.C(C)(C)(C)[Si](OCC#C)(C)C t-Butyldimethyl-(prop-2-yn-1-yloxy)silane Tert-Butyl-1-[[2-(2,2,2-trifluoro-1-hydroxyethyl)pyridin-3-yl]methyl]-1H,4H,5H,6H,7H-imidazo[4,5-c]pyridine-5-carboxylate